benzyl N-[3-cyclopropyl-5-[(3-hydroxyoxetan-3-yl)methylsulfamoyl]-7,8-dihydro-6H-cyclopenta[g]isoquinolin-7-yl]carbamate C1(CC1)C=1N=CC2=CC3=C(C(=C2C1)S(NCC1(COC1)O)(=O)=O)CC(C3)NC(OCC3=CC=CC=C3)=O